(βR)-N-[4-chloro-3-[[(2,4-difluorophenyl)amino]carbonyl]phenyl]-β,3-bis(trisfluoromethyl)benzenepropanamide ClC1=C(C=C(C=C1)NC(C[C@H](C1=CC(=CC=C1)C(F)(F)F)C(F)(F)F)=O)C(=O)NC1=C(C=C(C=C1)F)F